F[C@@H]1C[C@@]2(CCCN2C1)COC=1N=CC2=C(N1)SC1=C2C=CN=C1 2-(((2R,7aS)-2-fluorotetrahydro-1H-pyrrolizin-7a(5H)-yl)methoxy)pyrido[4',3':4,5]thieno[2,3-d]pyrimidine